2-methyl-phenyl-4-phenyl-methyl-phenyl-triazole CC1=C(C=CC=C1)C=1C(=C(C=CC1)C1=C(N=NN1)C1=CC=CC=C1)C